BrCCCOC1=CC=C(C(=O)O)C=C1 4-(3-bromopropoxy)benzoic acid